nonanoyl-xylitol C(CCCCCCCC)(=O)C([C@H](O)[C@@H](O)[C@H](O)CO)O